OC(COC=1C=C(C=2N(C1)N=CC2C#N)C=2C=NC(=CC2)N2CC1N(C(C2)C1)C(=O)C1CCC(CC1)C)(C)C 6-(2-hydroxy-2-methylpropoxy)-4-(6-(6-((1r,4r)-4-methylcyclohexane-1-carbonyl)-3,6-diazabicyclo[3.1.1]heptan-3-yl)pyridin-3-yl)pyrazolo[1,5-a]pyridine-3-carbonitrile